(6-bromopyrazolo[1,5-a]pyrimidin-2-yl)methanone BrC=1C=NC=2N(C1)N=C(C2)C=O